7-(pyridin-3-ylmethoxy)-1,2,3,4-tetrahydroisoquinoline N1=CC(=CC=C1)COC1=CC=C2CCNCC2=C1